tert-Butyl 3-{[(tert-butoxy)carbonyl]({[methyl({[6-(trifluoromethoxy)-1,3-benzothiazol-2-yl]carbamoyl}methyl)carbamoyl]methyl}) amino}azetidine-1-carboxylate C(C)(C)(C)OC(=O)N(C1CN(C1)C(=O)OC(C)(C)C)CC(N(CC(NC=1SC2=C(N1)C=CC(=C2)OC(F)(F)F)=O)C)=O